BrC1=C(C(C(=O)NC2=CC=CC=C2)=CC(=C1)Br)O 3,5-Dibromosalicylanilide